CC1=CC=CC2=CC(=C(C=C12)C)C 1,6,7-trimethyl-naphthalene